N3-methylpyridine-2,3-diamine hydrochloride Cl.CNC=1C(=NC=CC1)N